C(C)(C)(C)OC(=O)N1C(CCCC1CO)C(O)C1=CC(=NC(=C1)Cl)Br.FC1=CC=C(C=C1)C(C)N1C2=C(C(CCC1=O)=O)C=CC=C2 1-(1-(4-fluorophenyl)ethyl)-3,4-dihydro-1H-benzo[b]azepine-2,5-dione tert-butyl-2-((2-bromo-6-chloropyridin-4-yl)(hydroxy)methyl)-6-(hydroxy-methyl)piperidine-1-carboxylate